butyl-2,2-dimethyl-5-(4-methylpiperazin-1-yl)-3,4-dihydroquinoline-1(2H)-carboxamide C(CCC)C1C(N(C2=CC=CC(=C2C1)N1CCN(CC1)C)C(=O)N)(C)C